C(C)(N=[N+]=[N-])N=[N+]=[N-] ethylidene monoazide